(3R,4R)-4-((5-fluoro-7-(2-oxaspiro[3.3]heptan-6-yl)pyrrolo[2,1-f][1,2,4]triazin-2-yl)amino)-1-(methylsulfonyl)piperidin-3-ol FC=1C=C(N2N=C(N=CC21)N[C@H]2[C@@H](CN(CC2)S(=O)(=O)C)O)C2CC1(COC1)C2